N-((3R,4S)-4-((5-((cyclopropylmethyl)(methyl)amino)-7-(2,6-dichloro-3,5-dimethoxyphenyl)-2,6-naphthyridin-3-yl)amino)tetrahydrofuran-3-yl)acrylamide C1(CC1)CN(C1=C2C=C(N=CC2=CC(=N1)C1=C(C(=CC(=C1Cl)OC)OC)Cl)N[C@H]1[C@H](COC1)NC(C=C)=O)C